5-bromo-7-methoxy-2-methyl-indazole BrC1=CC2=CN(N=C2C(=C1)OC)C